2-(2-((7-(2-(aminomethyl)pyridin-4-yl)-2-methylbenzofuran-5-yl)methoxy)phenyl)acetic acid NCC1=NC=CC(=C1)C1=CC(=CC=2C=C(OC21)C)COC2=C(C=CC=C2)CC(=O)O